OC=1C=C2C=C(NC2=CC1O)C(=O)OC methyl 5,6-dihydroxyindole-2-carboxylate